(allyloxy)-2,3-dihydro-1H-indene C(C=C)OC1CCC2=CC=CC=C12